2-(3-chloro-7H-pyrrolo[2,3-c]pyridazin-6-yl)ethan-1-amine ClC1=CC2=C(N=N1)NC(=C2)CCN